cerium(III) 2-ethylhexanoate C(C)C(C(=O)[O-])CCCC.[Ce+3].C(C)C(C(=O)[O-])CCCC.C(C)C(C(=O)[O-])CCCC